NC1=C(C(=NC=N1)N1CC2(C1)CCN(CC2)C(=O)OC(C)(C)C)I tert-butyl 2-(6-amino-5-iodopyrimidin-4-yl)-2,7-diazaspiro[3.5]nonane-7-carboxylate